COC(=O)C1CCC(CC1)N1N=C(C=2C1=NC=NC2N)C2=CC=C(C=C2)OC2=CC=CC=C2.FC2=C(C=CC=C2)NN 1-(2-fluorophenyl)hydrazine methyl-4-(4-amino-3-(4-phenoxyphenyl)-1H-pyrazolo[3,4-d]pyrimidin-1-yl)cyclohexane-1-carboxylate